benzyl 8-bromo-6-hydroxy-3,4-dihydro-1H-isoquinoline-2-carboxylate BrC=1C=C(C=C2CCN(CC12)C(=O)OCC1=CC=CC=C1)O